C1(CC1)C1=CC=C(C=C1)N1N=C2CCN(C[C@H]3C2=C1CCN3C(C3=C(N=C(C(=C3N)F)C(F)(F)F)N)=O)C(C=C)=O |o1:16| (R or S)-1-(2-(4-cyclopropylphenyl)-5-(2,4-diamino-5-fluoro-6-(trifluoromethyl)nicotinoyl)-2,3,4,5,5a,6,8,9-octahydro-7H-1,2,5,7-tetraazabenzo[cd]azulen-7-yl)prop-2-en-1-one